C(C=C)(=O)N1[C@@H](C[C@H](CC1)N1N=NC=2C(=NC=3C(=C(C(=CC3C21)Cl)C2=C(C(=C(C=C2)F)C)C)F)N2CC(C2)N(C)C)CC#N ((2S,4S)-1-acryloyl-4-(8-chloro-4-(3-(dimethylamino)azetidin-1-yl)-6-fluoro-7-(4-fluoro-2,3-dimethylphenyl)-1H-[1,2,3]triazolo[4,5-c]quinolin-1-yl)piperidin-2-yl)acetonitrile